(9Z,12Z,15Z)-Octadeca-9,12,15-trienoic acid 7-[4-(4-benzo[b]thiophen-4-ylpiperazin-1-yl)butoxy]-2-oxo-2H-quinolin-1-ylmethyl ester S1C2=C(C=C1)C(=CC=C2)N2CCN(CC2)CCCCOC2=CC=C1C=CC(N(C1=C2)COC(CCCCCCC\C=C/C\C=C/C\C=C/CC)=O)=O